C(CN(C([O-])=O)C1CCCCC1)N(C(OC1OC(C(=C1O)O)=O)=O)C1CCCCC1 (3,4-dihydroxy-5-oxo-2,5-dihydrofuran-2-yl) ethane-1,2-diylbis(cyclohexylcarbamate)